BrC1=CC=C(C=C1)C1=NN2C=C3C=CC=CC3=CC2=N1 2-(4-bromophenyl)-[1,2,4]triazolo[1,5-b]isoquinoline